ClC=1C(=NC(=NC1)NC1=CC(=C(C=C1)N1C[C@H](CC1)N(C)C)N)C1=CN(C2=C(C=CC=C12)F)C (S)-N1-(5-chloro-4-(7-fluoro-1-methyl-1H-indol-3-yl)pyrimidin-2-yl)-4-(3-(dimethylamino)pyrrolidin-1-yl)benzene-1,3-diamine